4-[(1-oxo-1,2,3,4-tetrahydroisoquinolin-5-yl)amino]-2-{[1-(propan-2-yl)-1H-pyrazol-4-yl]amino}pyrimidine-5-carboxamide O=C1NCCC2=C(C=CC=C12)NC1=NC(=NC=C1C(=O)N)NC=1C=NN(C1)C(C)C